6-chloro-2-(5-(1,1-difluoroethyl)-1H-1,2,4-triazol-3-yl)-7-fluoro-5-methoxy-1-methyl-3-(1H-pyrazol-4-yl)-1H-indole ClC1=C(C=C2C(=C(N(C2=C1F)C)C1=NNC(=N1)C(C)(F)F)C=1C=NNC1)OC